4-(4-(tert-butyl)phenoxy)butanoic acid C(C)(C)(C)C1=CC=C(OCCCC(=O)O)C=C1